ClC1=C(C(=NC(=C1)Cl)C)SC 4,6-dichloro-2-methyl-3-(methylthio)pyridine